(E)-2-[(3S)-3-hydroxypyrrolidine-1-carbonyl]-4,4-dimethyl-pent-2-enenitrile O[C@@H]1CN(CC1)C(=O)\C(\C#N)=C\C(C)(C)C